BrC=1C=C(C=CC1)NCC(=O)NC1=CC(=C(C=C1)C)C(F)(F)F 2-((3-bromophenyl)amino)-N-(4-methyl-3-(trifluoromethyl)phenyl)acetamide